2-cyclopropyl-4-(1-((2-(trimethylsilyl)ethoxy)methyl)-1H-pyrrolo[3,2-b]pyridin-6-yl)-1H-imidazol C1(CC1)C=1NC=C(N1)C=1C=C2C(=NC1)C=CN2COCC[Si](C)(C)C